O(P(OC1=C(C=C(C=C1)C(C)(C)C)C(C)(C)C)OP([O-])[O-])C1=C(C=C(C=C1)C(C)(C)C)C(C)(C)C di(2,4-di-tert-butylphenyl) diphosphite